NCCNCCCCO[Si](OC)(OC)C gamma-(2-aminoethyl)aminopropyl-methyltrimethoxysilane